(2S,4R)-4-ethyl-1-(9H-fluoren-9-ylmethoxycarbonyl)pyrrolidine-2-carboxylic acid C(C)[C@@H]1C[C@H](N(C1)C(=O)OCC1C2=CC=CC=C2C=2C=CC=CC12)C(=O)O